C(C)OC1=CC=C(C=C1)OCC 2,5-Diethoxybenzene